[4-[6-chloro-3-[1-(2-isopropyl-3,6-dimethyl-4-oxo-chromen-8-yl)ethylamino]-2-pyridyl]-2-formyl-3-methyl-phenyl]trifluoromethanesulfonate ClC1=CC=C(C(=N1)C1=C(C(=C(C=C1)OS(=O)(=O)C(F)(F)F)C=O)C)NC(C)C=1C=C(C=C2C(C(=C(OC12)C(C)C)C)=O)C